[C@H]1([C@H](O)[C@@H](O)[C@@H](O)[C@H](O1)CO)OC[C@@H]([C@@H]([C@@H](CCC)O)O)NC(CCCCCCCCCCCCCCCCCCCCCCCCCC)=O (2S,3S,4R)-1-O-(α-D-galactosyl)-2-(N-heptacosanoylamino)-1,3,4-heptantriol